di-(2-heptyl) phosphate P(=O)(OC(C)CCCCC)(OC(C)CCCCC)[O-]